O[C@H]1[C@H](OC[C@@H]([C@H]1O)NC1=NC(=CN=C1)C(F)(F)F)CN1CCN(CC1)CC1=CC=C(OCC(=O)O)C=C1 2-(4-((4-(((2R,3R,4R,5S)-3,4-dihydroxy-5-((6-(trifluoromethyl)pyrazin-2-yl)amino)tetrahydro-2H-pyran-2-yl)methyl)piperazin-1-yl)methyl)phenoxy)acetic acid